3,4,5-trihydroxy-2-hydroxymethyl-tetrahydropyridine OC1C(NC=C(C1O)O)CO